NCC1=NNC(C2=CC=C(C=C12)C=1C=NN(C1C=1C=CC=C2CCOCC12)C)=O 4-(aminomethyl)-6-(5-(isochroman-8-yl)-1-methyl-1H-pyrazol-4-yl)phthalazin-1(2H)-one